C(C(=O)[O-])(=O)[O-].[Tb+3].C(C(=O)[O-])(=O)[O-].C(C(=O)[O-])(=O)[O-].[Tb+3] Terbium(III) oxalate